FC1=CC=C(C=C1)N1C(C(CC1)NC(C(=O)C1=CNC2=CC=CC=C12)=O)=O N-(1-(4-fluorophenyl)-2-oxopyrrolidin-3-yl)-2-(1H-indol-3-yl)-2-oxoacetamide